(R)-5-(azepan-3-yloxy)isobenzofuran-1(3H)-one N1C[C@@H](CCCC1)OC=1C=C2COC(C2=CC1)=O